BrC1=NN(C2=CC=CC=C12)C1OCCCC1 3-bromo-1-(oxan-2-yl)indazole